3-carboxyl-1-(4-sulfophenyl)-5-pyrazolone C(=O)(O)C1=NN(C(C1)=O)C1=CC=C(C=C1)S(=O)(=O)O